OCC(C(=O)NC1CCN(CC1)C)(C)C 3-hydroxy-2,2-dimethyl-N-(1-methylpiperidin-4-yl)propanamide